ClC1=NC2=C(N1CC1=NC=C(C#N)C=C1)C=C(C=C2)C 6-((2-chloro-6-methyl-1H-benzo[d]imidazol-1-yl)methyl)nicotinonitrile